FC1=C(C(=CC(=C1)OC)F)C1=C(C(N(N1C)C1=NC(=CC(=C1)C)OCCO)=O)NC(C1=CC=C(C=C1)OC(F)F)=O N-(5-(2,6-Difluoro-4-methoxyphenyl)-2-(6-(2-hydroxyethoxy)-4-methylpyridin-2-yl)-1-methyl-3-oxo-2,3-dihydro-1H-pyrazol-4-yl)-4-(difluoromethoxy)benzamide